CC1(CCCC1)N 1-methyl-cyclopentan-1-amine